(R)-N-(4-(4-(4-cyclopropyl-3,3-dimethylpiperazin-1-yl)piperidin-1-yl)-2-methoxyphenyl)-6-(3-phenylisoxazolidin-2-yl)pyrimidin-4-amine C1(CC1)N1C(CN(CC1)C1CCN(CC1)C1=CC(=C(C=C1)NC1=NC=NC(=C1)N1OCC[C@@H]1C1=CC=CC=C1)OC)(C)C